ClC=1C=C(C=CC1F)NC(N(CC=1C2=C(NN1)CCC2)C=2C=NC(=CC2)OC)=O 3-(3-chloro-4-fluorophenyl)-1-(6-methoxypyridin-3-yl)-1-((1,4,5,6-tetrahydrocyclopenta[c]pyrazol-3-yl)methyl)urea